ClC=1C=C(NC2(CCC3(C(CC4=CC=CC=C34)CCCOC3=CC=NC=4C(CCCC34)F)CC2)C(=O)OC)C=CC1 methyl (1r,4r)-4-(3-chloroanilino)-2'-{3-[(8-fluoro-5,6,7,8-tetrahydroquinolin-4-yl)oxy]propyl}-2',3'-dihydrospiro[cyclohexane-1,1'-indene]-4-carboxylate